dodecyl phosphate sodium salt [Na+].P(=O)(OCCCCCCCCCCCC)([O-])[O-].[Na+]